D-5-hydroxylysine OC(CC[C@@H](N)C(=O)O)CN